N-((S)-2-hydroxy-1-(m-methylphenyl)ethyl)propionamide OC[C@H](C1=CC(=CC=C1)C)NC(CC)=O